1-(2-((2S,4R)-2-(2'-chloro-2-fluorobiphenyl-3-ylcarbamoyl)-4-fluoropyrrolidin-1-yl)-2-oxoethyl)-5-(2-(pyrrolidin-1-yl)pyrimidin-5-yl)-1H-indazole-3-carboxamide ClC1=C(C=CC=C1)C1=C(C(=CC=C1)NC(=O)[C@H]1N(C[C@@H](C1)F)C(CN1N=C(C2=CC(=CC=C12)C=1C=NC(=NC1)N1CCCC1)C(=O)N)=O)F